(2E)-6,7-epoxy-2-nonenal C(\C=C\CCC1C(CC)O1)=O